(2,5-dimethyl-1,2,3,4-tetrahydroisoquinolin-7-yl)boronic acid CN1CC2=CC(=CC(=C2CC1)C)B(O)O